o-tolylmethyl 6-but-3-enyl-4-[(3R)-3-hydroxy-3-(5-methylisoxazol-3-yl)but-1-ynyl]-2-methyl-7-oxo-1H-pyrrolo[2,3-c]pyridine-3-carboxylate C(CC=C)N1C(C2=C(C(=C1)C#C[C@](C)(C1=NOC(=C1)C)O)C(=C(N2)C)C(=O)OCC2=C(C=CC=C2)C)=O